methoxydopamine 4-((Z)-3,3-dimethyl-2-((2E,4E)-5-(1,3,3-trimethyl-3H-indol-1-ium-2-yl)penta-2,4-dien-1-ylidene)-2,3-dihydro-1H-benzo[4,5]thieno[2,3-b]pyrrol-1-yl)butane-1-sulfonate CC/1(C2=C(N(\C1=C/C=C/C=C/C1=[N+](C3=CC=CC=C3C1(C)C)C)CCCCS(=O)(=O)[O-])SC1=C2C=CC=C1)C.CONCCC1=CC(O)=C(O)C=C1